C(C)(=O)N1CCC2(CC(C(N2)=O)CC(C(O)P(=O)(OCC)OCC)NC([C@H](CC(C)C)NC(OCC2CCC(CC2)(F)F)=O)=O)CC1 (4,4-difluorocyclohexyl)methyl ((2S)-1-((3-(8-acetyl-2-oxo-1,8-diazaspiro[4.5]decan-3-yl)-1-(diethoxyphosphoryl)-1-hydroxypropan-2-yl)amino)-4-methyl-1-oxopentan-2-yl)carbamate